ethylene glycol DIVINYL ETHER C(=C)OCCOC=C